O=C1NC(CCC1N1C(C2=CC=C(C=C2C1)N1CCC(CC1)OC1CC2(C1)CCN(CC2)C(=O)OC(C)(C)C)=O)=O tert-butyl 2-({1-[2-(2,6-dioxopiperidin-3-yl)-1-oxo-3H-isoindol-5-yl]piperidin-4-yl}oxy)-7-azaspiro[3.5]nonane-7-carboxylate